N-(3-(1H-imidazol-1-yl)benzyl)-5-(2-(2-(benzyloxy)ethoxy)ethoxy)-N-(3-methoxybenzyl)pyridin-2-amine N1(C=NC=C1)C=1C=C(CN(C2=NC=C(C=C2)OCCOCCOCC2=CC=CC=C2)CC2=CC(=CC=C2)OC)C=CC1